(S)-2-(trityloxy)propan-1-ol C(C1=CC=CC=C1)(C1=CC=CC=C1)(C1=CC=CC=C1)O[C@H](CO)C